P(=O)(O)(O)OC1=CC(=CC(=C1)F)C1=NN(C2=NC=NC(=C21)N)CC=2N(C(C1=C(C=CC=C1C2)C)=O)C2=C(C=CC=C2)C 3-(4-amino-1-((8-methyl-1-oxo-2-o-tolyl-1,2-dihydroisoquinolin-3-yl)methyl)-1H-pyrazolo[3,4-d]pyrimidin-3-yl)-5-fluorophenyl dihydrogenphosphate